4-(2-(Cyclopropanecarboxamido)pyridin-4-yl)-3-nitrobenzamide C1(CC1)C(=O)NC1=NC=CC(=C1)C1=C(C=C(C(=O)N)C=C1)[N+](=O)[O-]